(2R,8aR)-2-(2,3-dichloro-6-hydroxyphenyl)-7-(piperazin-1-ylmethyl)-hexahydro-1H-indolizin-5-one ClC1=C(C(=CC=C1Cl)O)[C@H]1C[C@H]2CC(CC(N2C1)=O)CN1CCNCC1